(7S)-2-(4-phenoxyphenyl)-7-(4-piperidinyl)-4,5,6,7-tetrahydropyrazolo[1,5-a]pyrimidine-3-carboxamide O(C1=CC=CC=C1)C1=CC=C(C=C1)C1=NN2C(NCC[C@H]2C2CCNCC2)=C1C(=O)N